lead-barium-boron [B].[Ba].[Pb]